(4-nitrophenyl)sulfonamide sodium salt [Na].[N+](=O)([O-])C1=CC=C(C=C1)S(=O)(=O)N